tert-butyl [(R)-1-[(1S,2S)-1-(4-bromo-3-chlorophenoxy)-4,6-dichloro-2,3-dihydro-1H-inden-2-yl]piperidin-3-yl]carbamate BrC1=C(C=C(O[C@@H]2[C@H](CC3=C(C=C(C=C23)Cl)Cl)N2C[C@@H](CCC2)NC(OC(C)(C)C)=O)C=C1)Cl